C(C)(C)(C)C1=C(C=CC(=C1)C(C)(C)C)P(C1=C(C=C(C=C1)C(C)(C)C)C(C)(C)C)(C1=C(C=C(C=C1)C(C)(C)C)C(C)(C)C)=O tris(2,4-di-tert-butylphenyl)phosphine oxide